trioctyltin hydride C(CCCCCCC)[SnH](CCCCCCCC)CCCCCCCC